C(C)C1=C(SC(=C1)[Sn](C)(C)C)[Sn](C)(C)C 3-Ethyl-2,5-bis-trimethylstannyl-thiophene